N-(4-(3-Amino-1H-indazol-4-yl)-2-((4-fluorophenyl)methoxy)phenyl)ethane-1-sulfonamide NC1=NNC2=CC=CC(=C12)C1=CC(=C(C=C1)NS(=O)(=O)CC)OCC1=CC=C(C=C1)F